1,2-dimethoxy-1,2-difluoroethane COC(C(F)OC)F